ClC=1C=C(C=CC1)C1(CC1)C=1NC(C2=C(N1)CCN(C2)C(C(O)C2=CC(=CC=C2)C2CC2)=O)=O 2-(1-(3-chlorophenyl)cyclopropyl)-6-(2-(3-cyclopropylphenyl)-2-hydroxyacetyl)-5,6,7,8-tetrahydropyrido[4,3-d]pyrimidin-4(3H)-one